N-{4-[5-(aminomethyl)-7-chloro-4,4-difluoro-5-hydroxy-2,3,4,5-tetrahydro-1H-1-benzazepine-1-carbonyl]-2-methoxyphenyl}-2-chloro-5-fluorobenzamide NCC1(C(CCN(C2=C1C=C(C=C2)Cl)C(=O)C2=CC(=C(C=C2)NC(C2=C(C=CC(=C2)F)Cl)=O)OC)(F)F)O